C(C1=CC=CC=C1)(C1=CC=CC=C1)OC(=O)[C@@H]1N2C(C[C@H]2S([C@@]1(C)CN1N=NC=C1)=O)=O (2S,3S,5R)-3-((1H-1,2,3-triazole-1-yl)methyl)-3-methyl-7-oxo-4-thia-1-azabicyclo[3.2.0]heptane-2-carboxylic acid benzhydryl ester-4-mono-oxide